3-(4-chlorophenyl)-1-isopropyl-2,4-dioxo-1,2,3,4-tetrahydropyrimidine-5-carbonyl chloride ClC1=CC=C(C=C1)N1C(N(C=C(C1=O)C(=O)Cl)C(C)C)=O